FC=1C(=CC=2C3=C(C=NC2C1)N(C(C31CN(C1)C(=O)OC(C)C)=O)C)C=1C=NC(=C(C1)NS(=O)(=O)C)OCCNC(C)C Isopropyl 7'-fluoro-8'-(6-(2-(isopropylamino)ethoxy)-5-(methylsulfonamido)pyridin-3-yl)-3'-methyl-2'-oxo-2',3'-dihydrospiro[azetidine-3,1'-pyrrolo[2,3-c]quinoline]-1-carboxylate